IC=1C=C(CNC2=C3N=CN(C3=NC=N2)CC2OCCC2)C=CC1 2-((6-((3-iodobenzyl)amino)-9H-purin-9-yl)methyl)tetrahydrofuran